((2R,3S,5R)-3-acetoxy-5-(9H-purin-9-yl)tetrahydrofuran-2-yl)methyl acetate C(C)(=O)OC[C@H]1O[C@H](C[C@@H]1OC(C)=O)N1C2=NC=NC=C2N=C1